C(C1=CC=CC=C1)(=O)N[C@@]1(C[C@H](N(C1)C(=O)OC(C)(C)C)C(=O)OC)C(=O)OC 1-(t-butyl) 2,4-dimethyl (2S,4R)-4-benzamidopyrrolidine-1,2,4-tricarboxylate